2-[2-(difluoromethoxy)-5-fluoropyridin-4-yl]-1-[(2S)-7-methyl-6-(pyrimidin-2-yl)-3,4-dihydro-1H-spiro[1,8-naphthyridine-2,3'-pyrrolidin]-1'-yl]propan-1-one, formate salt C(=O)O.FC(OC1=NC=C(C(=C1)C(C(=O)N1C[C@]2(CC1)NC1=NC(=C(C=C1CC2)C2=NC=CC=N2)C)C)F)F